COC1CCN(CC1)C(=O)C=1C=C(C=O)C=CC1F 3-(4-methoxypiperidin-1-yl-formyl)-4-fluoro-benzaldehyde